3-triethoxysilyl-N-(1,4-dimethyl-butylidene)propylamine C(C)O[Si](CCCN=C(CCCC)C)(OCC)OCC